2-(4-Bromophenyl)acethydrazide BrC1=CC=C(C=C1)CC(=O)NN